C[C@H]1N(CCOC1)C1=NC2=C(N=CC=C2C(=C1)N1CCOCC1)C1=CC=NN1C1OCCCC1 2-[(3R)-3-methylmorpholin-4-yl]-4-(morpholin-4-yl)-8-[1-(tetrahydro-2H-pyran-2-yl)-1H-pyrazol-5-yl]-1,7-naphthyridine